C(CCCCCCC\C=C/C\C=C/CCCCC)C1(OC[C@@H](O1)CCO)CCCCCCCC\C=C/C\C=C/CCCCC 2-((S)-2,2-di((9z,12z)-octadeca-9,12-dien-1-yl)-1,3-dioxolan-4-yl)ethan-1-ol